N1CC(C1)C=1C=C2C(=NC=NC2=CC1OC)NC1=C(C(=C(C=C1)Cl)Cl)F 6-(azetidin-3-yl)-N-(3,4-dichloro-2-fluorophenyl)-7-methoxyquinazolin-4-amine